C[C@H]1CN(CCO1)C=1C=CC=2N(N1)C(=CN2)C=2C=C1C(=NNC1=CC2)C (S)-2-methyl-4-(3-(3-methyl-1H-indazol-5-yl)imidazo[1,2-b]pyridazin-6-yl)morpholine